Platinum-rhodium-platinum [Pt].[Rh].[Pt]